N1(C(CCCC1)C(=O)OC(CC1=CC=C(C=C1)Cl)(C)C)C(=O)OC(C)(C)C 1-tert-butyl 2-(1-(4-chlorophenyl)-2-methylpropan-2-yl) piperidine-1,2-dicarboxylate